(1R,3S)-3-[5-(2-{3-hydroxy-2-[(1E)-(isopropylimino)methyl]-5-methoxyphenoxy}acetamido)-2H-pyrazol-3-yl]cyclopentyl N-(prop-2-yn-1-yl)carbamate C(C#C)NC(O[C@H]1C[C@H](CC1)C=1NN=C(C1)NC(COC1=C(C(=CC(=C1)OC)O)/C=N/C(C)C)=O)=O